C(=O)(OC(C)(C)C)C(C(O)N)CCO 2-Boc-amino-1,4-butanediol